(1S,3R,4S)-N-((S)-1-cyano-2-((R)-2-oxopyrrolidin-3-yl)ethyl)-2-(4-(difluoromethyl)-6-fluoro-1H-indole-2-carbonyl)-5,5-difluoro-2-azabicyclo[2.2.2]octane-3-carboxamide C(#N)[C@H](C[C@@H]1C(NCC1)=O)NC(=O)[C@@H]1N([C@@H]2CC([C@H]1CC2)(F)F)C(=O)C=2NC1=CC(=CC(=C1C2)C(F)F)F